F[C@H]1C[C@H](N(C1)C(CN1C[C@@H](CC1)NC1=C2C=CC=NC2=CC=C1)=O)C#N (2S,4S)-4-fluoro-1-[2-[(3R)-3-(5-quinolinylamino)pyrrolidin-1-yl]acetyl]pyrrolidine-2-carbonitrile